OC(C)(C)[C@@H]1[C@H](C1)C1=NN=C(S1)C=1C(=CC(=NC1)C1=CC=C2N1N=CC(=C2)C#N)NC(C)C 7-(5-(5-((1S,2S)-2-(2-hydroxypropan-2-yl)cyclopropyl)-1,3,4-thiadiazol-2-yl)-4-(isopropylamino)pyridin-2-yl)pyrrolo[1,2-b]pyridazine-3-carbonitrile